BrC1=CC=C(C=C1)C1=NNC(C1C1=CC=CC=C1)C 3-(4-bromophenyl)-5-methyl-4-phenyl-4,5-dihydro-1H-pyrazole